C(C)OC(=O)C1=NN(C2=CC=CC(=C2C1=O)S(=O)C1CC1)C1=CC=C(C=C1)OC(F)(F)F 5-cyclopropylsulfinyl-4-oxo-1-[4-(trifluoromethoxy)phenyl]cinnoline-3-carboxylic acid ethyl ester